2-[4-(2-Chloro-5-cyano-3-{[8-cyano-4-(cyclopropylamino)pyrazolo[1,5-a][1,3,5]triazin-2-yl]amino}phenyl)piperazin-1-yl]acetamide ClC1=C(C=C(C=C1NC1=NC=2N(C(=N1)NC1CC1)N=CC2C#N)C#N)N2CCN(CC2)CC(=O)N